[Mg].[Na].[K].[B].[Li] lithium-boron-potassium-sodium-magnesium salt